(R)-pyrrolidin-3-yl-(R)-1-(4-fluorophenyl)-3,4-dihydroisoquinoline methyl-5-[[(3R)-1-tert-butoxycarbonyl-3-piperidyl]-(6-chloro-8-methyl-1-isoquinolyl)carbamoyl]pyridine-2-carboxylate COC(=O)C1=NC=C(C=C1)C(N(C1=NC=CC2=CC(=CC(=C12)C)Cl)[C@H]1CN(CCC1)C(=O)OC(C)(C)C)=O.N1C[C@@H](CC1)[C@@H]1N=C(C2=CC=CC=C2C1)C1=CC=C(C=C1)F